N-[1-(3-acetylpyrazin-2-yl)ethyl]-3-chloro-N-(cyclopropylmethyl)-5-(4-fluorophenyl)sulfonyl-benzamide C(C)(=O)C=1C(=NC=CN1)C(C)N(C(C1=CC(=CC(=C1)S(=O)(=O)C1=CC=C(C=C1)F)Cl)=O)CC1CC1